C(CCC)S/C=C/C=1SC=CC1 (E)-2-(2-(butylthio)vinyl)thiophene